2-(2,6-dioxopiperidin-3-yl)-5-((1r,3r)-3-(4-(2-(4-(4-(5-methyl-1,3,4-oxadiazol-2-yl)phenoxy)phenyl)propan-2-yl)phenoxy)cyclobutyl)aminoisoindolin-1,3-dione O=C1NC(CCC1N1C(C2=CC=C(C=C2C1=O)NC1CC(C1)OC1=CC=C(C=C1)C(C)(C)C1=CC=C(C=C1)OC1=CC=C(C=C1)C=1OC(=NN1)C)=O)=O